(2R,5S)-2-(1,3-bis(4-fluorophenyl)-1H-pyrazol-4-yl)-3-(4-methoxyphenethyl)-5-methyloxazolidin-4-one FC1=CC=C(C=C1)N1N=C(C(=C1)[C@H]1O[C@H](C(N1CCC1=CC=C(C=C1)OC)=O)C)C1=CC=C(C=C1)F